O.[OH-].[Li+].C(#N)C1=C(C=C(C=C1)S(=O)(=O)NCCO)F 4-cyano-3-fluoro-N-(2-Hydroxyethyl)benzenesulfonamide Lithium hydroxide mono-hydrate